[C@@H]1(CCC2=CC=CC=C12)NC(=O)C1=CC2=C(N=C(S2)C2CCNCC2)C=C1 (S)-N-(2,3-dihydro-1H-inden-1-yl)-2-(piperidin-4-yl)-benzo[d]thiazole-6-carboxamide